5-(3-(2-chloro-3-fluorophenyl)morpholino)-N-((R,E)-4-(methylsulfonyl)but-3-en-2-yl)pyrazine-2-carboxamide ClC1=C(C=CC=C1F)C1COCCN1C=1N=CC(=NC1)C(=O)N[C@H](C)\C=C\S(=O)(=O)C